3-amino-3-methyl-N-[(3R)-2-oxo-1-[[4-[2-(2H-tetrazol-5-yl)phenyl]phenyl]methyl]-4,5-dihydro-3H-1-benzazepin-3-yl]butanamide NC(CC(=O)N[C@H]1C(N(C2=C(CC1)C=CC=C2)CC2=CC=C(C=C2)C2=C(C=CC=C2)C=2N=NNN2)=O)(C)C